C(C)(C)(C)OC(=O)N1N=CC(=C1)B1OC(C(O1)(C)C)(C)C 4-(4,4,5,5-tetramethyl-1,3,2-dioxaborolane-2-yl)pyrazole-1-carboxylic acid tert-butyl ester